N[C@H](C(=O)NC1CN(CCC1)C)CC1=CC(=C(C=C1)OC1=C2C(=NC=C1)NC=C2C)F (2S)-2-amino-3-(3-fluoro-4-((3-methyl-1H-pyrrolo[2,3-b]pyridin-4-yl)oxy)phenyl)-N-(1-methylpiperidin-3-yl)propionamide